COC1=CC=C(C=C1)C1=NN2C(=NC=3C=CC=C(C3C2=N1)C)N[C@H]1C(NCCCC1)=O (3R)-3-{[2-(4-methoxyphenyl)-10-methyl-[1,2,4]triazolo[1,5-c]quinazolin-5-yl]amino}azepan-2-one